4-ethyl-3-iodo-1H,4H,5H-pyrrolo[3,2-b]pyridin-5-one C(C)N1C2=C(C=CC1=O)NC=C2I